C1(CCC(=O)OC(CO1)C)=O S-propylene succinate